heptacosane pentadecylate C(CCCCCCCCCCCCCC)(=O)O.CCCCCCCCCCCCCCCCCCCCCCCCCCC